3-(5-bromonaphthalen-1-yl)-7-(naphthalen-1-yl)-2-(pyridin-2-yl)benzofuro[2,3-b]Pyrazine BrC1=C2C=CC=C(C2=CC=C1)C1=C(N=C2C(=N1)OC1=C2C=CC(=C1)C1=CC=CC2=CC=CC=C12)C1=NC=CC=C1